4-chloro-5-iodo-1H-pyrrolo[2,3-b]pyridine ClC1=C2C(=NC=C1I)NC=C2